ClC1=CC2=C(O[C@H](CO2)C(=O)NC23C[C@@H](C(CC2)(CC3)NC(COC3=CC(=C(C=C3)Cl)F)=O)O)C=C1 (2R)-6-chloro-N-{(3S)-4-[2-(4-chloro-3-fluorophenoxy)acetamido]-3-hydroxybicyclo[2.2.2]oct-1-yl}-2,3-dihydro-1,4-benzodioxin-2-carboxamide